ClC1=C(C=CC(=C1)Cl)C1=C(C=CC(=C1)[N+](=O)[O-])OC1=C(C=C(C=C1)[N+](=O)[O-])C1=C(C=C(C=C1)Cl)Cl 2,4-dichlorophenyl-p-nitro-phenyl ether